4-(prop-2-yn-1-yl)piperazine C(C#C)N1CCNCC1